1-(3-(((5-Morpholino-1,2,4-thiadiazol-3-yl)amino)methyl)azetidin-1-yl)prop-2-en-1-one O1CCN(CC1)C1=NC(=NS1)NCC1CN(C1)C(C=C)=O